FC=1C=C(C=CC1C=1N=C2SC3=C(N2C1)C=CC(=C3)C(NCCCN3CCC(CC3)F)=O)C3N(C(OC3)(C)C)C(=O)OC(C)(C)C tert-butyl 4-(3-fluoro-4-(7-((3-(4-fluoropiperidin-1-yl) propyl) carbamoyl) benzo[d]imidazo[2,1-b]thiazol-2-yl) phenyl)-2,2-dimethyloxazolidine-3-carboxylate